8-Anilino-1-naphthalenesulphonate N(C1=CC=CC=C1)C=1C=CC=C2C=CC=C(C12)S(=O)(=O)[O-]